4-(benzyloxy)-3-methylphenyl Acetate C(C)(=O)OC1=CC(=C(C=C1)OCC1=CC=CC=C1)C